C1(=CC=CC2=CC=CC=C12)C(=O)OOCl.[Cs] cesium chloro-hydroxy naphthoate